NC1=NC=CC=C1C1=NC=2C(=NC(=CC2)C2=CC=CC=C2)N1C1=CC=C(CN2CCC3(CC(C3)NC3=NC(=NC=N3)C#N)CC2)C=C1 4-((7-(4-(2-(2-aminopyridin-3-yl)-5-phenyl-3H-imidazo[4,5-b]pyridin-3-yl)benzyl)-7-azaspiro[3.5]nonan-2-yl)amino)-1,3,5-triazine-2-carbonitrile